3-octadecyl-1,2,4-oxadiazol-5(4H)-one C(CCCCCCCCCCCCCCCCC)C1=NOC(N1)=O